FC1=CC=C(C=C1)C=1C(=NC2=CC(=CC(=C2C1)C(C)O)C)P(C)(C)=O (3-(4-fluorophenyl)-5-(1-hydroxyethyl)-7-methylquinolin-2-yl)dimethylphosphine oxide